C(C)(C)(C)OC(=O)NCCCC[C@H](NC(CCCC1=CC=C(C=C1)I)=O)C(=O)O N6-(tert-butoxycarbonyl)-N2-(4-(4-iodophenyl)butanoyl)-L-lysine